tert-butyl 4-(5-[(5-chlorothiophen-2-yl)methyl]amino-1-(2,2-dimethylpropanoyl)-4-methyl-1H-pyrazol-3-yl)piperidine-1-carboxylate ClC1=CC=C(S1)CNC1=C(C(=NN1C(C(C)(C)C)=O)C1CCN(CC1)C(=O)OC(C)(C)C)C